C1(CCCCC1)C[C@@H](N)C(=O)O 3-Cyclohexyl-D-alanine